[1,2,4]triazolo[1,5-a]pyrazine-2-sulfonyl chloride N=1C(=NN2C1C=NC=C2)S(=O)(=O)Cl